2-(2-(Methoxymethoxy)-3-(methylamino)phenyl)acetic acid ethyl ester C(C)OC(CC1=C(C(=CC=C1)NC)OCOC)=O